(R)-3-(6-(3-((cyclobutylmethyl)amino)piperidin-1-yl)pyridin-3-yl)-N-(4-oxo-4H-pyrido[1,2-a]pyrimidin-2-yl)oxetane-3-carboxamide C1(CCC1)CN[C@H]1CN(CCC1)C1=CC=C(C=N1)C1(COC1)C(=O)NC=1N=C2N(C(C1)=O)C=CC=C2